(2S,4S)-6-chloro-N-{3-[2-(4-fluoro-3-methylphenoxy)acetamido]bicyclo[1.1.1]pentan-1-yl}-4-hydroxy-3,4-dihydro-2H-1-benzopyran-2-carboxamide ClC=1C=CC2=C([C@H](C[C@H](O2)C(=O)NC23CC(C2)(C3)NC(COC3=CC(=C(C=C3)F)C)=O)O)C1